C(C)(C)(C)OC(=O)N1[C@H](CCC1)COC1=NC=CC(=C1)C.C(C)(C)(C)OC([C@H](CCCNCCCCCC)NC(CCCCCCCCCCCCC)=O)=O 6-((S)-5-(tert-butoxy)-5-oxo-4-tetradecanoylaminopentylamino)hexane tert-butyl-(2R)-2-[[(4-methylpyridin-2-yl)oxy]methyl]pyrrolidine-1-carboxylate